6-(1H-pyrrolo[2,3-b]pyridin-5-yl)picolinamide N1C=CC=2C1=NC=C(C2)C2=CC=CC(=N2)C(=O)N